C(C)(C)(C)[C@H]1N(S(C2=C(N(C1)C1=CC=CC=C1)C=C(C(=C2)C=2C=CC(=C(C(=O)O)C2)F)Cl)(=O)=O)C (R)-5-(3-(tert-butyl)-7-chloro-2-methyl-1,1-dioxido-5-phenyl-2,3,4,5-tetrahydrobenzo[f][1,2,5]thiadiazepin-8-yl)-2-fluorobenzoic acid